N6-benzyl-N4-cyclopropyl-5-fluoro-N4-[[4-(trifluoromethyl)phenyl]methyl]pyrimidine-4,6-diamine C(C1=CC=CC=C1)NC1=C(C(=NC=N1)N(CC1=CC=C(C=C1)C(F)(F)F)C1CC1)F